2-(methylsulfonyl-(piperidin-4-yl)amino)-9,10-dimethoxy-6,7-dihydro-4H-pyrimido[6,1-a]isoquinolin-4-one CS(=O)(=O)N(C1=NC(N2C(C3=CC(=C(C=C3CC2)OC)OC)=C1)=O)C1CCNCC1